N-benzyl-2-bromoacetamide C(C1=CC=CC=C1)NC(CBr)=O